N-cyclobutyl-2-(4,4-difluoropiperidin-1-yl)-6-methoxy-7-(3-(pyrrolidin-1-yl)prop-1-yn-1-yl)quinazolin-4-amine C1(CCC1)NC1=NC(=NC2=CC(=C(C=C12)OC)C#CCN1CCCC1)N1CCC(CC1)(F)F